2-[3-(aminomethyl)-1,2,4-oxadiazol-5-yl]-N-[(3S,4R)-3-fluoro-1-methyl-4-piperidyl]-1-(2,2,2-trifluoroethyl)indol-4-amine NCC1=NOC(=N1)C=1N(C=2C=CC=C(C2C1)N[C@H]1[C@H](CN(CC1)C)F)CC(F)(F)F